N=1C(CC=CC1)C1=NC(=CC=N1)C#N [3,2-dihydropyridin-2-yl]pyrimidine-6-carbonitrile